C(C)(C)(C)C1=C(C(=CC(=C1C(C)(C)C)C(C)(C)C)CC)O 2,4-di-tert-butyl-(tertiarybutyl)-6-ethylphenol